C1N(CC12C=CCC2)C(=O)[O-] 2-azaspiro[3.4]oct-5-ene-2-carboxylate